1-(tert-butyl) 2-methyl (2S,4s)-4-aminopyrrolidine-1,2-dicarboxylate N[C@H]1C[C@H](N(C1)C(=O)OC(C)(C)C)C(=O)OC